methyl 2-(2-aminoethyl)-3-oxo-2,3-dihydro-1H-isoindole-5-carboxylate dihydrochloride Cl.Cl.NCCN1CC2=CC=C(C=C2C1=O)C(=O)OC